NC=1C(=NC(=CN1)C1=CC=C(C=C1)C)C(=O)NC1=CC=C(C=C1)S(NC(CCOCC1=CC=CC=C1)=O)(=O)=O 3-amino-N-(4-(N-(3-(benzyloxy)propanoyl)sulfamoyl)phenyl)-6-p-tolylpyrazine-2-carboxamide